3'-amino-2-(4-methyl-4H-1,2,4-triazol-3-yl)-[1,1'-biphenyl]-4-carbonitrile NC=1C=C(C=CC1)C1=C(C=C(C=C1)C#N)C1=NN=CN1C